N2-[3-(3,8-diazabicyclo[3.2.1]octan-8-ylmethyl)-4-methyl-phenyl]-N4-[2-(6-methyl-2-pyridyl)pyrimidin-4-yl]pyrimidine-2,4-diamine C12CNCC(CC1)N2CC=2C=C(C=CC2C)NC2=NC=CC(=N2)NC2=NC(=NC=C2)C2=NC(=CC=C2)C